3-(2-((4-(2-(4-chloro-2-fluorophenyl)-2-methylbenzo[d][1,3]dioxol-4-yl)piperidin-1-yl)methyl)-1-((1-ethyl-1H-imidazol-5-yl)methyl)-1H-imidazol-5-yl)acrylic acid ClC1=CC(=C(C=C1)C1(OC2=C(O1)C=CC=C2C2CCN(CC2)CC=2N(C(=CN2)C=CC(=O)O)CC2=CN=CN2CC)C)F